3-(((R)-7-((2s,4R)-4-((3,3-difluorocyclobutyl)amino)-2-phenylpiperidine-1-carbonyl)-7-azaspiro[4.5]dec-10-yl)methyl)-6-phenylpyrimidin-4(3H)-one FC1(CC(C1)N[C@H]1C[C@H](N(CC1)C(=O)N1CC2(CCCC2)[C@@H](CC1)CN1C=NC(=CC1=O)C1=CC=CC=C1)C1=CC=CC=C1)F